1-(4-(2,3-Dimethylphenyl)piperazin-1-yl)-2-(3-((3R,4S)-3-fluoro-4-hydroxypiperidine-1-carbonyl)-7-hydroxy-4,5,6,7-tetrahydro-1H-indazol-1-yl)ethanone CC1=C(C=CC=C1C)N1CCN(CC1)C(CN1N=C(C=2CCCC(C12)O)C(=O)N1C[C@H]([C@H](CC1)O)F)=O